CC1=C(N=CN1)CSCCNC(=NC)NC#N The molecule is a member of the class of guanidines that consists of guanidine carrying a methyl substituent at position 1, a cyano group at position 2 and a 2-{[(5-methyl-1H-imidazol-4-yl)methyl]sulfanyl}ethyl group at position 3. It is a H2-receptor antagonist that inhibits the production of acid in stomach. It has a role as a H2-receptor antagonist, a P450 inhibitor, an anti-ulcer drug, an analgesic and an adjuvant. It is a member of guanidines, a member of imidazoles, an aliphatic sulfide and a nitrile.